1-(5-(5-((1R,4r)-4-(hydroxymethyl)cyclohexyl)-1,3,4-thiadiazol-2-yl)-4-(methylamino)pyridin-2-yl)-1H-pyrrolo[2,3-b]pyridine-5-carbonitrile OCC1CCC(CC1)C1=NN=C(S1)C=1C(=CC(=NC1)N1C=CC=2C1=NC=C(C2)C#N)NC